N1=C(C=CC=C1)NC(C1=CC=C(C=C1)B1OC(C(O1)(C)C)(C)C)=O N-(pyridin-2-yl)-4-(4,4,5,5-tetramethyl-1,3,2-dioxaborolan-2-yl)benzamide